C(C1=CC=CC=C1)(C1=CC=CC=C1)[C@@H]1N2C(C=3N(C1)C(=CN3)COC)=C(C(C=C2)=O)O (S)-6-benzhydryl-11-hydroxy-3-(methoxymethyl)-5H-imidazo[1,2-a]pyrido[2,1-c]pyrazin-10(6H)-one